1-cyclopentyl-3-(5-methylpyridin-2-yl)-2,4-dioxo-1,2,3,4-tetrahydropyrimidine-5-carboxylic acid C1(CCCC1)N1C(N(C(C(=C1)C(=O)O)=O)C1=NC=C(C=C1)C)=O